(S)-5-((((5-(3'-(5-((R)-1-aminoethyl)-6-methoxypyrazin-2-yl)-2,2'-dichloro-[1,1'-biphenyl]-3-yl)-3-methoxypyrazin-2-yl)methyl)amino)methyl)pyrrolidin-2-one N[C@H](C)C=1N=CC(=NC1OC)C=1C(=C(C=CC1)C1=C(C(=CC=C1)C=1N=C(C(=NC1)CNC[C@@H]1CCC(N1)=O)OC)Cl)Cl